6-(((2-methoxy-5-nitro-3-phenylpyridin-4-yl)amino)methyl)pyridine-3-sulfonamide COC1=NC=C(C(=C1C1=CC=CC=C1)NCC1=CC=C(C=N1)S(=O)(=O)N)[N+](=O)[O-]